2-(4-(((cis)-3-hydroxy-3-methylcyclobutyl)amino)-5,6,7,8-tetrahydrophthalazin-1-yl)-5-(trifluoromethyl)phenol OC1(CC(C1)NC1=NN=C(C=2CCCCC12)C1=C(C=C(C=C1)C(F)(F)F)O)C